C(C)OC1=C(C=C(C=C1)S(=O)(=O)N1CC(C1)CNC(OC(C)(C)C)=O)C=1NC(C2=C(N1)C(=NN2C)CCC)=O tert-butyl ((1-((4-ethoxy-3-(1-methyl-7-oxo-3-propyl-6,7-dihydro-1H-pyrazolo[4,3-d]pyrimidin-5-yl)phenyl)sulfonyl)azetidin-3-yl)methyl)carbamate